C(C1=CC=CC=C1)OC(=O)NC1=CC(=NN1C(C)(C)C)[C@@H]1C[C@@H](CC1)N(C([O-])=O)C12CC(C1)C2 (1R,3S)-3-(5-(((benzyloxy)carbonyl)amino)-1-(tert-butyl)-1H-pyrazol-3-yl)cyclopentylbicyclo[1.1.1]Pentan-1-ylcarbamate